tri(cyclohexyl)phosphorus C1(CCCCC1)P(C1CCCCC1)C1CCCCC1